ClC1=NC=C(C(=N1)N1C(C2(CC2)CC1)=O)F 5-(2-chloro-5-fluoro-pyrimidin-4-yl)-5-azaspiro[2.4]heptan-4-one